C1(=CC=CC=C1)/C=C/CO (E)-3-phenylpropan-2-en-1-ol